ruthenium (II) (4-vinyl-4-methyl-2,2-bipyridine) bis(hexafluorophosphate) F[P-](F)(F)(F)(F)F.F[P-](F)(F)(F)(F)F.C(=C)C1(CC(=NC=C1)C1=NC=CC=C1)C.[Ru+2]